ClC=1C=NN2C1N=C(C=C2Cl)C2=NC(=CC=C2)C 3,7-dichloro-5-(6-methylpyridin-2-yl)pyrazolo[1,5-a]pyrimidine